C(\C=C\CCCC)=O 2E-heptenal